COC1=CC(=C(C(=C1)OC)C(=O)C=CC2CC=CC=C2)O 2'-hydroxy-4',6'-dimethoxydihydrochalcone